O=C1OCC2=CC(=CC=C12)NC=1C=C2CCN(CC2=CC1)CC=1C=C2COC(C2=CC1)=O 5-((6-((1-oxo-1,3-dihydroisobenzofuran-5-yl)amino)-3,4-dihydroisoquinolin-2(1H)-yl)methyl)isobenzofuran-1(3H)-one